cis-acrylic acid C(C=C)(=O)O